1-((4-(5-bromo-6-methylpyridin-2-yl)-1-methyl-1H-1,2,3-triazol-5-yl)methyl)-3-(cyclopropylmethyl)imidazolidin-2-one 4,5-dimethyl-2-bromo-1-methylimidazole-4,5-dicarboxylate CC1(N=C(N(C1(C(=O)O)C)C)Br)C(=O)O.BrC=1C=CC(=NC1C)C=1N=NN(C1CN1C(N(CC1)CC1CC1)=O)C